((((R)-1-(2-cyano-4-methyl-4-morpholinylpent-2-enoyl)piperidin-2-yl)methoxy)carbonylamino)ethylboronic acid C(#N)C(C(=O)N1[C@H](CCCC1)COC(=O)NCCB(O)O)=CC(C)(N1CCOCC1)C